1-{5-chloro-1H-pyrazolo[4,3-d]Pyrimidin-1-yl}ethan-1-one ClC=1N=CC2=C(N1)C=NN2C(C)=O